C1(CCCC1)N1C(=CC2=C1N=C(N=C2)NC=2C=CC=C1C(C=C(OC21)N2CCOCC2)=O)C(=O)N(C)C 7-Cyclopentyl-N,N-dimethyl-2-((2-morpholino-4-oxo-4H-chromen-8-yl)amino)-7H-pyrrolo[2,3-d]pyrimidine-6-carboxamide